C1=CSC(=C1)C[C@H](C(=O)O)N The molecule is an alanine derivative that is D-alanine in which one of the methyl hydrogens is replaced by a 2-thienyl group. It is a D-alpha-amino acid and a member of thiophenes. It derives from a D-alanine.